BrC1NC=CC(=C1)C=C 2-Bromo-4-vinyl-1,2-dihydropyridine